C(CCCCCCCCCCCCC)(=O)O.OCC(O)CO.OCC(O)CO diglycerin monomyristate